2'-aminoacetanilide NC1=C(NC(C)=O)C=CC=C1